OC1C(CCC1)N1C(C=C(C2=C1N=C(N=C2)SC)C#C[Si](C(C)C)(C(C)C)C(C)C)=O 8-(2-hydroxycyclopentyl)-2-(methylthio)-5-((triisopropylsilyl)ethynyl)pyrido[2,3-d]pyrimidin-7(8H)-one